BrC1=CC(=C(C(=O)NC2=C3C(N(CC3=CC=C2)C2CC(C2)(F)F)=O)C=C1)N1CCC2(CC2)CC1 4-bromo-N-(2-(3,3-difluorocyclobutyl)-3-oxoisoindolin-4-yl)-2-(6-azaspiro[2.5]octane-6-yl)benzamide